FC1=C(C=CC=C1)[C@]1([C@@H]2CCN(C[C@H]12)C=1N=C2C(=NC1)N=C(C=C2)SC2=CC=NC=C2)CN ((1S,6R,7R)-7-(2-fluorophenyl)-3-(6-(pyridin-4-ylthio)pyrido[2,3-b]pyrazin-2-yl)-3-azabicyclo[4.1.0]heptan-7-yl)methanamine